rac-ethyl (1S*,2S*)-2-(4-(difluoromethyl)pyrimidin-2-yl)cyclopropane-1-carboxylate FC(C1=NC(=NC=C1)[C@@H]1[C@H](C1)C(=O)OCC)F |r|